5-(difluoromethoxy)-N1-(2-(dimethylamino)ethyl)-N1-methyl-N4-(4-(1-methyl-1H-indol-3-yl)pyrimidin-2-yl)benzene-1,2,4-triamine FC(OC1=C(C=C(C(=C1)N(C)CCN(C)C)N)NC1=NC=CC(=N1)C1=CN(C2=CC=CC=C12)C)F